BrC1=C(C=O)C=C(C(=C1)OC)O bromo-5-hydroxy-4-methoxybenzaldehyde